[Si](C)(C)(C(C)(C)C)OC[C@@H]1OC2=C(OC1)C=CC(=C2)C(=O)N(C)C (R)-3-(((tert-butyldimethylsilyl)oxy)methyl)-N,N-dimethyl-2,3-dihydrobenzo[b][1,4]dioxine-6-carboxamide